N1=CC=C(C=C1)C(CC(=O)C1=CC=C(C=C1)C)CC(=O)C1=CC=C(C=C1)C 3-(pyridin-4-yl)-1,5-di-p-tolylpentane-1,5-dione